[C@H]12CC(C[C@H](CC1)N2)C=2C1=C(N=C(N2)OC[C@]23CCCN3C[C@@H](C2)F)C(=C(N=C1)C1=CC(=CC2=CC=CC(=C12)C#C)O)F 4-(4-((1R,5S)-8-azabicyclo[3.2.1]octan-3-yl)-8-fluoro-2-(((2R,7aS)-2-fluorotetrahydro-1H-pyrrolizin-7a(5H)-yl)methoxy)pyrido[4,3-d]pyrimidin-7-yl)-5-ethynylnaphthalen-2-ol